N-{(5S)-8-chloro-1-[trans-4-(pyridin-2-yloxy)cyclohexyl]-5,6-dihydro-4H-[1,2,4]triazolo[4,3-a][1]benzazepin-5-yl}prop-2-enamide ClC=1C=CC2=C(C[C@@H](CC=3N2C(=NN3)[C@@H]3CC[C@H](CC3)OC3=NC=CC=C3)NC(C=C)=O)C1